CCSCCSP(=S)(OC)OC The molecule is an organic thiophosphate, an organothiophosphate insecticide and an organosulfur compound. It has a role as an EC 3.1.1.7 (acetylcholinesterase) inhibitor, an acaricide and an agrochemical. It derives from a 2-(ethylsulfanyl)ethanethiol.